ClC=1N=C(C2=C(N1)N(C=C2)[C@H]2[C@@H]([C@@H]([C@H](O2)COCP(O)(O)=O)O)O)N[C@H](CC)C2=CC=CC=C2 [(2R,3S,4R,5R)-5-[2-chloro-4-[[(1R)-1-phenylpropyl]amino]-pyrrolo[2,3-d]-pyrimidin-7-yl]-3,4-dihydroxy-tetrahydro-furan-2-yl]methoxy-methylphosphonic acid